CNC[C@H](O)[C@@H](O)[C@H](O)[C@H](O)CO N-methylglucamine